Glycerin tristearate C(CCCCCCCCCCCCCCCCC)(=O)OCC(OC(CCCCCCCCCCCCCCCCC)=O)COC(CCCCCCCCCCCCCCCCC)=O